C1(=CC=CC=C1)S(=O)(=O)C1=CC=C(C=C1)CN1C=CC=2C=NC=CC21 N-{[4-(benzenesulfonyl)phenyl]methyl}-1H-pyrrolo[3,2-c]pyridine